N-[4-(3-acetylphenoxy)-3-sulfamoylphenyl]-2-(2-chlorophenyl)acetamide ethyl-1-benzyl-1H-pyrazole-3-carboxylate C(C)OC(=O)C1=NN(C=C1)CC1=CC=CC=C1.C(C)(=O)C=1C=C(OC2=C(C=C(C=C2)NC(CC2=C(C=CC=C2)Cl)=O)S(N)(=O)=O)C=CC1